4-(3-isopropyl-1H-pyrazol-4-yl)-7-(1-methyl-1H-pyrazol-4-yl)quinazoline C(C)(C)C1=NNC=C1C1=NC=NC2=CC(=CC=C12)C=1C=NN(C1)C